9-hydroxy-9-methyl-5-((2-(trimethylsilyl)ethoxy)methyl)-6,7,8,9-tetrahydrothieno[2,3-c]quinolin OC1(C=2C=3C(=CN(C2CCC1)COCC[Si](C)(C)C)SCC3)C